1,2-di-pentadecanoyl-sn-glycero-3-phosphorylcholine C(CCCCCCCCCCCCCC)(=O)OC[C@@H](OC(CCCCCCCCCCCCCC)=O)COP(=O)(O)OCC[N+](C)(C)C